FC1=C(C=CC(=C1)F)[C@H](CC1=NC(=NC(=N1)N[C@@H](CO)CC(C)C)CS(=O)(=O)N)C (4-((S)-2-(2,4-difluorophenyl)propyl)-6-(((R)-1-hydroxy-4-methylpent-2-yl)amino)-1,3,5-triazin-2-yl)methanesulfonamide